C1(CC1)C1=C(C(=NO1)C1=C(C=CC=C1Cl)Cl)COC1=CC=C2C(=N1)CCC1=C(O2)C=C(C(=C1)F)C(=O)O 2-((5-cyclopropyl-3-(2,6-dichlorophenyl)isoxazol-4-yl)methoxy)-8-fluoro-10,11-dihydrobenzo[6,7]oxepino[3,2-b]pyridine-7-carboxylic acid